N-(2-chloro-3-(2,3-dichloropyridin-4-yl)phenyl)-5-(hydroxymethyl)picolinamide ClC1=C(C=CC=C1C1=C(C(=NC=C1)Cl)Cl)NC(C1=NC=C(C=C1)CO)=O